[Si](C1=CC=CC=C1)(C1=CC=CC=C1)(C(C)(C)C)OCC(CNC1=NC2=C(C(=NC1C)C1=NC=CC=C1F)C(=C(C=C2)C(F)(F)F)Cl)O 1-[tert-butyl(diphenyl)silyl]oxy-3-[[6-chloro-5-(3-fluoro-2-pyridyl)-3-methyl-7-(trifluoromethyl)-3H-1,4-benzodiazepin-2-yl]amino]propan-2-ol